(R)-1-(3-((4-chlorophthalazin-1-yl)amino)piperidin-1-yl)ethane-1-one ClC1=NN=C(C2=CC=CC=C12)N[C@H]1CN(CCC1)C(C)=O